ClC1=CC=C(C=C1)N1B(C2=C(C(=N1)C)C=C(C=C2)F)O 2-(p-Chlorophenyl)-6-fluoro-4-methyl-1,2-dihydro-2,3,1-benzodiazaborinin-1-ol